(S)-N-(1-(2-hydroxy-2-methylpropyl)-3-(6-(1-hydroxybutyl)-4-methylpyridin-3-yl)-2-oxo-1,2-dihydro-1,6-naphthyridin-7-yl)cyclopropanecarboxamide OC(CN1C(C(=CC2=CN=C(C=C12)NC(=O)C1CC1)C=1C=NC(=CC1C)[C@H](CCC)O)=O)(C)C